ClC=1C=CC2=C(N(S(C3=C(C2NCCCOC)C=CC=C3)(=O)=O)C)C1 8-Chloro-11-((3-methoxypropyl)amino)-6-methyl-6,11-dihydrodibenzo[c,f][1,2]thiazepine 5,5-dioxide